NCC(=O)O[C@H](C(=O)N1[C@@H](C[C@H](C1)O)C(N[C@@H](C)C1=CC=C(C=C1)C1=C(N=CS1)C)=O)C(C)(C)C ((S)-1-((2S,4R)-4-hydroxy-2-(((S)-1-(4-(4-methylthiazol-5-yl) phenyl) ethyl) carbamoyl) pyrrolidin-1-yl)-3,3-dimethyl-1-oxobutan-2-yl) glycinate